C1=C(C=CC=2C3=CC=CC=C3C=CC12)C1=C(C=CC=C1)NC1=CC=2C(C3=CC=CC=C3C2C=C1)(C1=CC=CC=C1)C1=CC=CC=C1 N-(2-(phenanthren-2-yl)phenyl)-9,9-diphenyl-9H-fluoren-2-amine